C(CC)(=O)C(C(=O)C(CC)=O)=O propionyl diketone